FCCCN(C1=CC=C(N=N1)C1=C(C=C(C=C1)C=1C=NNC1)O)C1CC(NC(C1)(C)C)(C)C 2-(6-((3-fluoropropyl)(2,2,6,6-tetramethylpiperidin-4-yl)amino)pyridazin-3-yl)-5-(1H-pyrazol-4-yl)phenol